Cl.N[C@H]1[C@@H](C1)C1=CC=C(C=C1)NC(C1=CC=C(C=C1)C1=CC=CC=C1)=O trans-N-[(4-(2-aminocyclopropyl)phenyl)]-4-phenyl-benzamide hydrochloride